[Pd].[Pd].C(C1=CC=CC=C1)=CC(=O)C=CC1=CC=CC=C1.C(C1=CC=CC=C1)=CC(=O)C=CC1=CC=CC=C1.C(C1=CC=CC=C1)=CC(=O)C=CC1=CC=CC=C1 tri-dibenzylideneacetone dipalladium